tris[4-(4-acetyl-3-butylphenylthio)phenyl]sulfonium trifluoromethanesulfonate FC(S(=O)(=O)[O-])(F)F.C(C)(=O)C1=C(C=C(C=C1)SC1=CC=C(C=C1)[S+](C1=CC=C(C=C1)SC1=CC(=C(C=C1)C(C)=O)CCCC)C1=CC=C(C=C1)SC1=CC(=C(C=C1)C(C)=O)CCCC)CCCC